(S)-5-(tert-butoxy)-4-((((S)-1,5-di-tert-butoxy-1,5-dioxo-pentan-2-yl)carbamoyl)oxy)-5-oxopentanoic acid C(C)(C)(C)OC([C@H](CCC(=O)O)OC(N[C@H](C(=O)OC(C)(C)C)CCC(=O)OC(C)(C)C)=O)=O